BrC1=CC=CC(=N1)C1(CC1)C(=O)OCC ethyl 1-(6-bromopyridin-2-yl)cyclopropane-1-carboxylate